difluorosulfuric acid lithium borate B([O-])([O-])[O-].[Li+].S(=O)(=O)(F)F.[Li+].[Li+]